Methyl 3H-imidazole-4-carboxylate N1=CNC(=C1)C(=O)OC